2-hydrazino-quinazolin-4(3H)-one N(N)C1=NC2=CC=CC=C2C(N1)=O